2-[5-fluoro-2-[[(3R,4R)-1-(4-chloro-2,6-difluorophenyl)-3,4-dihydroxypiperidin-4-yl]methoxy]phenyl]acetamide FC=1C=CC(=C(C1)CC(=O)N)OC[C@]1([C@@H](CN(CC1)C1=C(C=C(C=C1F)Cl)F)O)O